C(C(\C=C/CCCCCCCCCCCCCCC)C(=O)O)C(=O)O cis-3-nonadecene-1,2-dicarboxylic acid